N-(4-cyclobutyl-1,5-dimethyl-1H-pyrazol-3-yl)-2-(3,5-difluorophenyl)acetamide C1(CCC1)C=1C(=NN(C1C)C)NC(CC1=CC(=CC(=C1)F)F)=O